COC(=O)C=1C=C2C=C(NC2=C(C1F)[N+](=O)[O-])C 6-Fluoro-2-methyl-7-nitro-1H-indole-5-carboxylic acid methyl ester